CC1=CC[C@@H](CC1)C(=C)C [4R]-1-methyl-4-prop-1-en-2-ylcyclohexene